(E)-6-((6-chloro-2-methyl-2H-indazol-5-yl)imino)-3-((1-((E)-3-(4-methoxyphenyl)acryloyl)-1H-1,2,3-triazol-5-yl)methyl)-1-(2,4,5-trifluorobenzyl)-1,3,5-triazine-2,4-dione ClC=1C(=CC2=CN(N=C2C1)C)\N=C\1/NC(N(C(N1CC1=C(C=C(C(=C1)F)F)F)=O)CC1=CN=NN1C(\C=C\C1=CC=C(C=C1)OC)=O)=O